[Na+].FC=1C(=C(C(=C(C1F)F)F)S(=O)(=O)[O-])OC(=C(C(C(C(C(C(C(C(F)(F)F)(F)F)(F)F)(F)F)(F)F)(F)F)(F)F)F)F perfluorononenoxybenzenesulfonic acid sodium salt